C(C)S(=O)(=O)C=1C(=NN2C1C=CC(=C2)C2(CC2)C#N)N2CC1=NC=C(C=C1C2=O)C(F)(F)F 1-[3-ethylsulfonyl-2-[5-oxo-3-(trifluoromethyl)-7H-pyrrolo[3,4-b]pyridin-6-yl]pyrazolo[1,5-a]pyridin-6-yl]cyclopropanecarbonitrile